C(C=C)OCC(C(=O)OC1OCCOC1)=C dioxanyl α-allyloxymethylacrylate